4-[5-[(1S)-2-amino-1-fluoroethyl]pyrimidin-2-yl]-3-[2-methyl-5-(oxan-4-yl)pyrazol-3-yl]oxybenzonitrile NC[C@@H](F)C=1C=NC(=NC1)C1=C(C=C(C#N)C=C1)OC=1N(N=C(C1)C1CCOCC1)C